5-(4-bromophenoxy)-1H-1,2,3-triazole-4-carboxylic acid BrC1=CC=C(OC2=C(N=NN2)C(=O)O)C=C1